COCCN1C(=NC=2C1=NC(=CC2)C=2C=CN1N=C(N=CC12)NC1CCC(CC1)NC)C N1-(5-(3-(2-methoxyethyl)-2-methyl-3H-imidazo[4,5-b]pyridin-5-yl)pyrrolo[2,1-f][1,2,4]triazin-2-yl)-N4-methylcyclohexane-1,4-diamine